COC=1C=C2C(=NC(=NC2=CC1OC)C)NC(C)C1=C(N=C2N1C=CC=C2)C 6,7-dimethoxy-2-methyl-N-[1-(2-methylimidazo[1,2-a]pyridin-3-yl)ethyl]quinazolin-4-amine